1-(3-(9H-carbazol-9-yl)-2-hydroxy-2-methylpropyl)piperidin-2-one 2-ethoxyethyl-(2Z)-2-cyano-2-[3-(3-methoxypropylamino)cyclohex-2-en-1-ylidene]acetate C(C)OCCOC(\C(=C\1/C=C(CCC1)NCCCOC)\C#N)=O.C1=CC=CC=2C3=CC=CC=C3N(C12)CC(CN1C(CCCC1)=O)(C)O